ClC1=C2[C@@H]([C@@H](N=C(C2=CC=C1C)C=1C=NC2=C(C=CC=C2C1)F)C)C |r| rac-(3S,4S)-5-chloro-1-(8-fluoro-3-quinolyl)-3,4,6-trimethyl-3,4-dihydroisoquinoline